CN(C(OC(C)(C)C)=O)C[C@@H]1CCOC2=C(C=CC=C12)C=1C=NC=CC1 tert-butyl (R)-methyl((8-(pyridin-3-yl)chroman-4-yl)methyl)carbamate